ClC1=C(C=CC=C1Br)C1=CC2=C(OCOC2)C=C1 6-(2-chloro-3-bromophenyl)-1,3-benzodioxan